C(C)C1=CC=C(C=C1)[C@H](C)P(C1=CC=CC=C1)(C1=CC=CC=C1)=O (S)-(1-(4-ethylphenyl)ethyl)diphenylphosphine oxide